C(C1=CC=CC=C1)NC(=O)C1=C(SC2=C1CCCC2)NC(CSC2=NC=CC(=N2)C)=O N-benzyl-2-({[(4-methyl-2-pyrimidinyl)thio]acetyl}amino)-4,5,6,7-tetrahydro-1-benzothiophene-3-carboxamide